trans-rac-4-Acetamido-N-(2-chloro-5-(2,2-dichloro-3-(4-fluoro-3-(trifluoromethyl)phenyl)cyclopropane-1-carboxamido)phenyl)-2-fluorobenzamide C(C)(=O)NC1=CC(=C(C(=O)NC2=C(C=CC(=C2)NC(=O)[C@@H]2C([C@H]2C2=CC(=C(C=C2)F)C(F)(F)F)(Cl)Cl)Cl)C=C1)F |r|